tert-butyl (3-aminocyclobutyl)carbamate hydrochloride Cl.NC1CC(C1)NC(OC(C)(C)C)=O